C(CC=C)N1C(N=CC2=CC(=CC(=C12)C)C)=O N-but-3-enyl-6,8-dimethylquinazolinone